NC1=CC(=C(C=N1)N1C[C@@H](N(CC1)C(=O)O)[C@@H](C)O)OC (2R)-4-(6-amino-4-methoxypyridin-3-yl)-2-[(1R)-1-hydroxyethyl]Piperazine-1-carboxylic acid